(1R,2S,5S)-N-((S)-1-cyano-2-(2-oxo-1,2-dihydro-1,6-naphthyridin-3-yl)ethyl)-3-((S)-3,3-dimethyl-2-(methylsulfonylamino)butanoyl)-6,6-dimethyl-3-azabicyclo[3.1.0]hexane-2-carboxamide C(#N)[C@H](CC=1C(NC2=CC=NC=C2C1)=O)NC(=O)[C@@H]1[C@H]2C([C@H]2CN1C([C@H](C(C)(C)C)NS(=O)(=O)C)=O)(C)C